CC=1C(=C(C=CC1)N=S(=O)=O)Br methyl-(2-bromophenyl)iminosulfone